FC=1C=CC(=NC1)NC(CN1C=2N(C3=C(C1=O)C=CC(=N3)C(F)(F)F)N=CC2C(F)(F)F)=O N-(5-fluoropyridin-2-yl)-2-[5-oxo-3,8-bis(trifluoromethyl)pyrazolo[1,5-a]pyrido[3,2-e]pyrimidin-4(5H)-yl]acetamide